NC=1C2=C(N=CN1)N(C(=C2C2=CC[C@H](CC2)C(=O)N2[C@@H](CCC2)C#N)C=2C=NC(=CC2C)C#C)C (2S)-1-[(1S)-4-[4-amino-6-(6-ethynyl-4-methylpyridin-3-yl)-7-methyl-7H-pyrrolo[2,3-d]pyrimidin-5-yl]cyclohex-3-ene-1-carbonyl]pyrrolidine-2-carbonitrile